OC[C@@H]1[C@@H]2CC[C@H](CN1)N2 (1S,2S,5R)-2-(hydroxymethyl)-3,8-diazabicyclo[3.2.1]octane